Propyl-allyl-pyrrolidine C(CC)C1N(CCC1)CC=C